C(=C)[Se](=O)(=O)C=C (E)-vinylselenone